1-Ethyl-1-methyl-1,3-dihydrofuro[3,4-c]pyridine-6-carboxylic acid C(C)C1(OCC=2C=NC(=CC21)C(=O)O)C